[Cl-].[Cl-].[Zr+2].CC1=CC=CC1.CC1=CC=CC1 bis(methylcyclopentadiene) zirconium dichloride